ClC1=CC=2[C@](C3=CC=CC=C3C2C=C1)(C(=O)N1[C@@H]2CC([C@H]([C@@H]1C(=O)N[C@@H](C[C@H]1C(NCCC1)=O)C#N)CC2)(F)F)O (1S,3R,4S)-2-((R)-2-chloro-9-hydroxy-9H-fluorene-9-carbonyl)-N-((S)-1-cyano-2-((S)-2-oxopiperidin-3-yl)ethyl)-5,5-difluoro-2-azabicyclo[2.2.2]octane-3-carboxamide